N1=CC=CC2=CC(=CC=C12)N1CCCCC1 N-(quinolin-6-yl)piperidine